CC1(C=2C=C(C=CC2N2C3=C(C=CC=C13)C=1C=CC=CC12)B(O)O)C (8,8-dimethyl-8H-indolo[3,2,1-de]acridin-10-yl)boronic acid